CN(CCN(S(=O)(=O)C1=CC(=C(C=C1)NCC#CC=1N(C2=CC=CC(=C2C1)NC1CCS(CC1)(=O)=O)CC(F)(F)F)OC)C)C N-[2-(dimethylamino)ethyl]-4-[(3-{4-[(1,1-dioxo-1λ6-thian-4-yl)amino]-1-(2,2,2-trifluoroethyl)-1H-indol-2-yl}prop-2-yn-1-yl)amino]-3-methoxy-N-methylbenzene-1-sulfonamide